C(C)(C)C1=C(NC2=CC=C(C=C12)C1CCN(CC1)CCNC(CCCCCCCCCCCC(=O)NCCN1CCC(CC1)C=1C=C2C(=C(NC2=CC1)C=1C=C(C=2N(C1)N=CN2)OC)C(C)C)=O)C=2C=C(C=1N(C2)N=CN1)OC N1,N13-bis(2-(4-(3-isopropyl-2-(8-methoxy-[1,2,4]triazolo[1,5-a]pyridin-6-yl)-1H-indol-5-yl)piperidin-1-yl)ethyl)tridecanediamide